3-(4-(2-(2,6-Dioxopiperidin-3-yl)-6-fluoro-1-oxoisoindolin-5-yl)piperazin-1-yl)propanoic acid O=C1NC(CCC1N1C(C2=CC(=C(C=C2C1)N1CCN(CC1)CCC(=O)O)F)=O)=O